CC1=C(C=CC=C1NCCO)NCCO 1-methyl-2,6-bis(2-hydroxy-ethylamino)benzene